6-((7-((4,4-bis(((Z)-oct-5-en-1-yl)oxy)butanoyl)oxy)heptyl)(4-hydroxybutyl)amino)hexyl 5,5-bis(((Z)-oct-5-en-1-yl)oxy)pentanoate C(CCC\C=C/CC)OC(CCCC(=O)OCCCCCCN(CCCCO)CCCCCCCOC(CCC(OCCCC\C=C/CC)OCCCC\C=C/CC)=O)OCCCC\C=C/CC